ClC1=NC=CC(=N1)NC1CCCCC1 2-chloro-4-(cyclohexylamino)pyrimidine